N1CCC(CC1)=C1C2=C(CSC3=C1C=CC=C3)C=CC=C2 11-(4-piperidylidene)-6H-benzo[c][1]benzothiepine